BrC=1C=C(C=NC1)/C=C/C1=CC=C2C=CC(=NC2=C1)NC 7-[(1E)-2-(5-bromopyridin-3-yl)vinyl]-N-methylquinolin-2-amine